C(C)C1(CC(C1)NC(OCC1=CC=CC=C1)=O)O Racemic-benzyl (3-ethyl-3-hydroxycyclobutyl)carbamate